((3R,5R)-4-(2,6-difluoro-4-methoxybenzoyl)-3,5-dimethylpiperazin-1-yl)(2-fluoro-4-methoxyphenyl)methanone FC1=C(C(=O)N2[C@@H](CN(C[C@H]2C)C(=O)C2=C(C=C(C=C2)OC)F)C)C(=CC(=C1)OC)F